(R)-2-(8-(piperidin-3-ylamino)imidazo[1,2-d][1,2,4]triazin-5-yl)-5-(trifluoromethyl)phenol N1C[C@@H](CCC1)NC=1C=2N(C(=NN1)C1=C(C=C(C=C1)C(F)(F)F)O)C=CN2